CNCN(C(C=C)=O)CNC N,N-dimethylaminomethyl-acrylamide